3-(Benzyloxy)-5-hydroxy-4-(6-((tetrahydrofuran-3-yl)amino)-1,2,3,4-tetrahydroquinoline-1-carbonyl)benzonitrile C(C1=CC=CC=C1)OC=1C=C(C#N)C=C(C1C(=O)N1CCCC2=CC(=CC=C12)NC1COCC1)O